2-(4-cyclopropyl-6-methoxypyrimidin-5-yl)-4-(4-(7-methyl-1-(trifluoromethyl)-5,6,7,8-tetrahydroimidazo[1,5-a]pyrazin-3-yl)benzyl)oxazolo[5,4-c]pyridine C1(CC1)C1=NC=NC(=C1C=1OC=2C(=NC=CC2N1)CC1=CC=C(C=C1)C1=NC(=C2N1CCN(C2)C)C(F)(F)F)OC